ClC=1C=C2C(C(=CN(C2=CC1N1[C@H](CCC1)COC1=NC=CC=C1Cl)C1=CC(=C(C=C1)O)Cl)C(=O)O)=O (R)-6-chloro-1-(3-chloro-4-hydroxy-phenyl)-7-(2-(((3-chloropyridin-2-yl)oxy)methyl)pyrrolidin-1-yl)-4-oxo-1,4-dihydro-quinoline-3-carboxylic acid